tert-butyl (S)-4-(3-(4-(4-((1-(tert-butoxycarbonyl)pyrrolidin-3-yl)oxy)-3-methylbenzoyl)piperazine-1-carbonyl)-5-fluorophenyl)piperazine-1-carboxylate C(C)(C)(C)OC(=O)N1C[C@H](CC1)OC1=C(C=C(C(=O)N2CCN(CC2)C(=O)C=2C=C(C=C(C2)F)N2CCN(CC2)C(=O)OC(C)(C)C)C=C1)C